NCCCN1N=CC(=C1)C(C)C=1C=CC=C2C(=C(NC12)C(=O)O)C1=CC(=C(C=C1)CS(=O)(=O)C)F 7-(1-(1-(3-aminopropyl)-1H-pyrazol-4-yl)ethyl)-3-(3-fluoro-4-((methylsulfonyl)methyl)phenyl)-1H-indole-2-carboxylic acid